1,1-bis(4-fluorophenyl)-2-propen-1-ol FC1=CC=C(C=C1)C(C=C)(O)C1=CC=C(C=C1)F